(((tert-Butyldimethylsilyl)oxy)methyl)-6-fluoro-1,2,3,5-tetrahydro-4H-cyclopenta[c]quinolin-4-one [Si](C)(C)(C(C)(C)C)OCC1CCC=2C(NC=3C(=CC=CC3C21)F)=O